4-(aminomethyl)benzamide (1r,3r,5r,7r)-tert-butyl-2-azaadamantane-2-carboxylate C(C)(C)(C)OC(=O)N1C2CC3CC(CC1C3)C2.NCC2=CC=C(C(=O)N)C=C2